3-[6-methyl-5-(pyrrolidin-3-yloxy)pyrazin-2-yl]-1H-indole-7-carbonitrile CC1=C(N=CC(=N1)C1=CNC2=C(C=CC=C12)C#N)OC1CNCC1